CC1(CC1)S(=O)(=O)NC(=O)C1=C(C=C(C(=O)O)C=C1)N1[C@H](CCC1)C (S)-4-(((1-methylcyclopropyl)sulfonyl)carbamoyl)-3-(2-methylpyrrolidin-1-yl)benzoic acid